{4-[2-(bis-carboxymethylamino)-ethyl]-7-carboxymethyl-[1,4,7]triazonan-1-yl}-acetic acid C(=O)(O)CN(CCN1CCN(CCN(CC1)CC(=O)O)CC(=O)O)CC(=O)O